Cl.N1C[C@@H](CCC1)NC=1C2=C(N=CN1)NC=C2C(=O)C2COCC2 (4-(((R)-piperidin-3-yl)amino)-7H-pyrrolo[2,3-d]pyrimidin-5-yl)(tetrahydrofuran-3-yl)methanone hydrochloride